NC1=C(C=C(C=N1)NC(C(=O)N1[C@H](CC[C@@H](C1)C)C1=CC=C(C=C1)F)=O)OC(F)F N-[6-amino-5-(difluoromethoxy)-3-pyridyl]-2-[(2R,5S)-2-(4-fluorophenyl)-5-methyl-1-piperidyl]-2-oxo-acetamide